chlorosilyl-(dichlorosilyl)methane Cl[SiH2]C[SiH](Cl)Cl